FC1=CC=C2C(=NC=NC2=C1)N1CCC(CC1)CN1N=C(C=CC1=O)N1N=CN=C1 2-[[1-(7-fluoroquinazolin-4-yl)piperidin-4-yl]methyl]-6-(1,2,4-triazol-1-yl)pyridazin-3-one